FC=1C=C2C(=CNC2=CC1F)C1C(N(C(C1)=O)C)=O 3-(5,6-Difluoro-1H-indol-3-yl)-1-methylpyrrolidine-2,5-dione